C(C)(C)(C)C=1CC(=C(C(C1C(C)(C)C)=O)C(C)(C)C)C(C)(C)C 2,6-di-tert-butyl-(3,5-di-tert-butyl-4-oxo-2,5-cyclohexadiene)